C(CCCCCCC\C=C/CCCCCCCC)(=O)C(C(=O)O)=C[C@@H](C)[C@H]1CC[C@H]2[C@@H]3CCC4CCCC[C@]4(C)[C@H]3CC[C@]12C oleoyl-cholenic acid